methyl-N-[(1E)-[5-(trifluoromethyl)-3H-imidazol-4-yl]methylene]propane-2-sulfinamide CCC(C)S(=O)/N=C/C=1NC=NC1C(F)(F)F